cyclopropanecarboxamide maleate C(\C=C/C(=O)O)(=O)O.C1(CC1)C(=O)N